3,4-dihydroxy-N,4-dimethyl-1-(6-methyl-4-(trifluoromethyl)pyridin-2-yl)-5-oxopyrrolidine-2-Formamide OC1C(N(C(C1(C)O)=O)C1=NC(=CC(=C1)C(F)(F)F)C)C(=O)NC